FC1=C(C(=C(C(=C1C(F)(F)F)F)F)C(F)(F)F)CC#N 2-(2,4,5-trifluoro-3,6-bis(trifluoromethyl)phenyl)acetonitrile